CC=1OC2=C(N1)C=CC1=C2C=CC=C1 2-methylbenzo[g][1,3]benzoxazole